FC1(CC2(CCC2)C1)F 6,6-difluorospiro[3.3]heptan